oxazecane O1NCCCCCCCC1